4-[(4-ethylphenyl)methyl]-3-(β-D-glucopyranosyloxy)-5-methyl-1-propylpyrazole C(C)C1=CC=C(C=C1)CC=1C(=NN(C1C)CCC)O[C@H]1[C@H](O)[C@@H](O)[C@H](O)[C@H](O1)CO